C(C(=O)O)(=O)O.OCC(O)CO glycerol mono-oxalate